OC1=C2CCC(NC2=NC=C1)=O 5-hydroxy-3,4-dihydro-1H-1,8-naphthyridin-2-one